(2,6-Dichloropyridin-4-yl)methyl (S)-2-amino-3-cyclohexylpropionate hydrochloride Cl.N[C@H](C(=O)OCC1=CC(=NC(=C1)Cl)Cl)CC1CCCCC1